7,8-dimethyl-[3H,10H]-benzo[g]pteridine-2,4-dione CC=1C(=CC2=C(N=C3C(NC(N=C3N2)=O)=O)C1)C